C(C)N(S(=O)(=O)NC(=O)C=1C(=CC(=C(C1)N1C(N(C(=CC1=O)C(F)(F)F)C)=O)F)Cl)CC 3-(5-[N-diethylaminosulfonylaminocarbonyl]-4-chloro-2-fluorophenyl)-2,4-dioxo-1-methyl-6-(trifluoromethyl)-1,2,3,4-tetrahydropyrimidine